FC1=C(N(C2=NC(=CN=C21)C(=O)OC)C)C2(CC2)C Methyl 7-fluoro-5-methyl-6-(1-methylcyclopropyl)pyrrolo[2,3-b]pyrazine-3-carboxylate